CN1[C@H]2CN([C@@H](C1)C2)C2=CC=C(C=C2)N2C=NC(=C2)NC=2N=CC(=NC2)C#N 5-((1-(4-((1R,4R)-5-Methyl-2,5-diazabicyclo[2.2.1]heptan-2-yl)phenyl)-1H-imidazol-4-yl)amino)pyrazine-2-carbonitrile